C(#N)C=1C=C(C=CC1)N1C(C(=C(C=C1O)C)C#N)=O N-(3-cyanophenyl)-3-cyano-4-methyl-6-hydroxy-2-pyridone